(2R,3S)-3-(3,4,5-tris(benzyloxy)phenyl)-1,2,3,4-tetrahydronaphthalen-2-yl 3,4,5-tris(benzyloxy)-2-fluorobenzoate C(C1=CC=CC=C1)OC=1C(=C(C(=O)O[C@@H]2CC3=CC=CC=C3C[C@H]2C2=CC(=C(C(=C2)OCC2=CC=CC=C2)OCC2=CC=CC=C2)OCC2=CC=CC=C2)C=C(C1OCC1=CC=CC=C1)OCC1=CC=CC=C1)F